ClC=1C(=NC(=C(C(=O)NC=2C=C(C=CC2)[S@](=O)(C)=NC(OC(C)(C)C)=O)C1C)N1CCC(CCC1)(F)F)C(F)(F)F tert-butyl (R)-((3-(5-chloro-2-(4,4-difluoroazepan-1-yl)-4-methyl-6-(trifluoromethyl)nicotinamido)phenyl)(methyl)(oxo)-λ6-sulfaneylidene)carbamate